1-[2-(dimethyl-amino)ethyl]-2-methyl-7-(trifluoromethyl)-6-[1-(3,3,3-trifluoropropyl)-1H-pyrazol-4-yl]-1H,5H-imidazo[1,2-a]pyrimidin-5-one CN(CCN1C(=CN2C1=NC(=C(C2=O)C=2C=NN(C2)CCC(F)(F)F)C(F)(F)F)C)C